6-((2-((3R,4R)-3-Amino-4-fluoropiperidin-1-yl)-4,6-dichloro-1H-benzo[d]imidazol-1-yl)methyl)nicotinonitril N[C@@H]1CN(CC[C@H]1F)C1=NC2=C(N1CC1=NC=C(C#N)C=C1)C=C(C=C2Cl)Cl